BrC=1C=C2N=C(C(N(C2=CC1Br)C)=O)[Si](C)(C)C(C)(C)C 6,7-dibromo-3-(tert-butyldimethylsilyl)-1-methylquinoxalin-2(1H)-one